ClC1=CC(=NC(=C1)N1CCNCC1)OCC1=C(C=C(C#N)C=C1)F 4-(((4-Chloro-6-(piperazin-1-yl)pyridin-2-yl)oxy)methyl)-3-fluorobenzonitrile